4,6-dihydroxy-2,3-dimethylbenzaldehyde OC1=C(C(=C(C=O)C(=C1)O)C)C